Trans-4-(((5-amino-1,3-dioxan-2-yl)methyl)(3-fluoro-4-methoxybenzyl)amino)benzonitrile N[C@H]1CO[C@@H](OC1)CN(C1=CC=C(C#N)C=C1)CC1=CC(=C(C=C1)OC)F